CC1=C(C=CC(=C1)C2=CC(=C(C=C2)N=C=O)C)N=C=O 3,3-dimethyl-4,4'-diphenyl diisocyanate